CC1=C2CCOC2=NC=2CN(CC12)C(=O)[C@H]1CN(CC1)C1=CC(=NC=C1)C(F)(F)F (4-Methyl-2,3,5,7-tetrahydro-1-oxa-6,8-diaza-s-indacen-6-yl)-[1-(2-trifluoromethyl-pyridin-4-yl)-pyrrolidin-3(R)-yl]-methanone